(R)-N-((E)-1-(2-(azidomethyl)-5,6-difluoro-2-methyl-2,3-dihydrobenzofuran-7-yl)ethylidene)-2-methylpropane-2-sulfinamide N(=[N+]=[N-])CC1(OC2=C(C1)C=C(C(=C2\C(\C)=N\[S@](=O)C(C)(C)C)F)F)C